4-([1,1'-biphenyl]-4-carbonyl)piperidine C1(=CC=C(C=C1)C(=O)C1CCNCC1)C1=CC=CC=C1